ClC1=CC(=C(C=C1)COC1=CC=CC(=N1)C=1C=NC(=NC1)CC1=NC2=C(N1C[C@H]1OCC1)C=C(C=C2)C(=O)OC)F methyl 2-[(5-(6-[(4-chloro-2-fluorophenyl)methoxy]pyridin-2-yl)pyrimidin-2-yl)methyl]-1-{[(2S)-oxetan-2-yl]methyl}-1H-1,3-benzodiazole-6-carboxylate